(2s,3s,4r,5r,6r)-2-(4-chloro-3-(4-ethoxyphenyl)phenyl)-6-((tetradecyloxy)methyl)tetrahydro-2H-pyran ClC1=C(C=C(C=C1)[C@H]1O[C@H](CCC1)COCCCCCCCCCCCCCC)C1=CC=C(C=C1)OCC